C(C1=CC=CC=C1)(=O)ON=C(C(=O)C1=CC=C(C=C1)C(C1=CC=CC=C1)=O)CCCCCC 1-[4-(benzoyl)phenyl]-octane-1,2-dione 2-(O-benzoyl oxime)